1-chloro-4-carboxymethoxy-thioxanthone ClC1=CC=C(C=2SC3=CC=CC=C3C(C12)=O)OCC(=O)O